BrC1=NN2C(OCCC2)=C1 2-Bromo-6,7-dihydro-5H-pyrazolo[5,1-b][1,3]oxazine